ClC=1C=NC(=C(C1N1C(C=2C(C1=O)=CC=CC2)=O)F)F 3-chloro-4-phthalimido-5,6-difluoropyridine